4-[dideuterio-(3-fluorophenyl)methyl]-1H-pyrrole-3-sulfonyl chloride [2H]C(C=1C(=CNC1)S(=O)(=O)Cl)(C1=CC(=CC=C1)F)[2H]